(2S)-1-(6-oxo-6-undecyloxy-hexyl)-4-(2-pyrrolidin-1-ylacetyl)oxy-pyrrolidine-2-carboxylic acid [8-(1-octylnonyloxy)-8-oxo-octyl] ester C(CCCCCCC)C(CCCCCCCC)OC(CCCCCCCOC(=O)[C@H]1N(CC(C1)OC(CN1CCCC1)=O)CCCCCC(OCCCCCCCCCCC)=O)=O